C1(CC1)CC1CN=C(OC1)NC=1C(=C(OC2=C3C(=NC=C2)NC=C3C3=CC(=C(C#N)C=C3)OC(C)C)C(=CC1)F)F 4-(4-{[(5-(cyclopropylmethyl)-5,6-dihydro-4H-1,3-oxazin-2-yl)amino]-2,6-difluorophenoxy}-1H-pyrrolo[2,3-b]pyridin-3-yl)-2-[(propan-2-yl)oxy]benzonitrile